NC1=NC(=NC(=N1)OCC)C 2-amino-4-ethoxy-6-methyl-1,3,5-triazine